lithium sulfur tert-butyl (E)-3-(chloro(hydroxyimino)methyl)azetidine-1-carboxylate Cl/C(/C1CN(C1)C(=O)OC(C)(C)C)=N/O.[S].[Li]